(4-benzofuran-2-yl-phenyl)-(4'-benzoxazol-2-yl-biphenyl-4-yl)-(4-dibenzofuran-3-yl-phenyl)amine O1C(=CC2=C1C=CC=C2)C2=CC=C(C=C2)N(C2=CC=C(C=C2)C=2C=CC1=C(OC3=C1C=CC=C3)C2)C2=CC=C(C=C2)C2=CC=C(C=C2)C=2OC3=C(N2)C=CC=C3